BrC=1C(N(C2=CC(=CC=C2C1C)F)C)=O 3-bromo-7-fluoro-1,4-dimethylquinolin-2(1H)-one